2-methoxyethyl-3-aminochromonate COCCOC(=O)C=1OC2=CC=CC=C2C(C1N)=O